4-((R)-2-Azidobutan-2-yl)-6-chloro-1-(((S)-4-(methylsulfonyl)butan-2-yl)oxy)-2,7-naphthyridine N(=[N+]=[N-])[C@](C)(CC)C1=CN=C(C2=CN=C(C=C12)Cl)O[C@@H](C)CCS(=O)(=O)C